CN1C=C(C2=CC=CC=C12)[C@@H](CNS(=O)(=O)C1=CC=C2C=CNC2=C1)N1[C@@H](CCC1)C N-((S)-2-(1-methyl-1H-indol-3-yl)-2-((R)-2-methylpyrrolidin-1-yl)ethyl)-1H-indole-6-sulfonamide